2-({2-(1-fluoro-cyclopentyl)-4-[4-(2-methoxy-phenyl)-piperidin-1-yl]-quinazolin-6-yl}-methyl-amino)-ethanol FC1(CCCC1)C1=NC2=CC=C(C=C2C(=N1)N1CCC(CC1)C1=C(C=CC=C1)OC)N(CCO)C